Benzyl (tert-butoxycarbonyl)glycyl-L-valinate C(C)(C)(C)OC(=O)NCC(=O)N[C@@H](C(C)C)C(=O)OCC1=CC=CC=C1